FC1=C(C=CC=C1)C=1C2=C(N=C(N1)N1CC3(CN(C3)C(=O)OC(C)(C)C)CC1)N(CCC2)[C@@H](CC(=O)NC)CC(C)C tert-butyl (R)-6-(4-(2-fluorophenyl)-8-(5-methyl-1-(methylamino)-1-oxohexan-3-yl)-5,6,7,8-tetrahydropyrido[2,3-d]pyrimidin-2-yl)-2,6-diazaspiro[3.4]octane-2-carboxylate